(R,S)-2-((2-(4-cyanophenyl)propyl)amino)-N-(5-(6-methylpyridazin-3-yl)pyridin-2-yl)-2-phenylacetamide C(#N)C1=CC=C(C=C1)[C@@H](CN[C@@H](C(=O)NC1=NC=C(C=C1)C=1N=NC(=CC1)C)C1=CC=CC=C1)C